(2S,4R)-4-(4,4-diethyl-2-imino-6-oxo-hexahydropyrimidin-1-yl)-N-[(3S,4R)-3-hydroxy-3-methyl-chroman-4-yl]-2-(methoxymethyl)chromane-6-carboxamide C(C)C1(NC(N(C(C1)=O)[C@@H]1C[C@H](OC2=CC=C(C=C12)C(=O)N[C@H]1[C@](COC2=CC=CC=C12)(C)O)COC)=N)CC